FCCN1C(C2=CC=C(C=C2C1=O)NC(=O)C1=CC(=NN1C1=NC=CC=C1Cl)Br)=O N-(2-(2-fluoroethyl)-1,3-dioxo-5-isoindolyl)-3-bromo-1-(3-chloro-2-pyridinyl)-1H-pyrazole-5-carboxamide